F\C(=C/CN1CC2=CC=CC=C2C1)\C(S(=O)(=O)C1=CC=CC=C1)(F)F (Z)-2-(3,4,4-trifluoro-4-(phenylsulfonyl)but-2-en-1-yl)isoindoline